C(C)(=O)[O-].[Pd+2].FC1=C(C=C2C(CN(C(C2=C1)=O)C(=O)OCCCC)(C)C)[N+](=O)[O-].C(C)(=O)[O-] butyl 7-fluoro-4,4-dimethyl-6-nitro-1-oxo-3H-isoquinoline-2-carboxylate Palladium (II) acetate